COC=1C=C(C=C(C1OC)OC)N1C=NC(=C1)NC1=NN2C(C(=N1)C(=O)O)=CC=C2 2-((1-(3,4,5-trimethoxyphenyl)-1H-imidazol-4-yl)amino)pyrrolo[2,1-f][1,2,4]triazine-4-carboxylic acid